ClC=1C(=NC(=NC1)NC1CCOCC1)C1=CC=C2CN(C(C2=C1)=O)CC(=O)N[C@H](CO)C1NC(CCC1)CC 2-(6-{5-chloro-2-[(oxacyclohex-4-yl)amino]pyrimidin-4-yl}-1-oxo-2,3-dihydro-1H-isoindol-2-yl)-N-[(1S)-1-(6-ethylpiperidin-2-yl)-2-hydroxyethyl]acetamide